CC(C)C[C@@H](C(=O)O)NC(=O)CNC(=O)CN The molecule is a tripeptide composed of glycine, glycine and L-leucine residues joined in sequence. It has a role as a metabolite.